Cl.C1(CC1)C1=NNC2=C1C(=NC=C2)C2=C(C=C(C(=C2)C)S(=O)(=O)C)C 3-cyclopropyl-4-(2,5-dimethyl-4-methylsulfonyl-phenyl)-1H-pyrazolo[4,3-c]pyridine hydrochloride